3,3'-Diaminobiphenylmethylamine NC1=C(C(=CC=C1)C1=CC(=CC=C1)N)CN